7-(TRIFLUOROMETHYL)INDOLE-3-CARBOXALDEHYDE FC(C=1C=CC=C2C(=CNC12)C=O)(F)F